C(C=C)C1CC=2N(CCC1)N=C1C2C(N(CC1)C(=O)OC(C)(C)C)=O tert-butyl 10-allyl-l-1-oxo-3,4,8,9,10,11-hexahydro-1H-pyrido[4',3':3,4]pyrazolo[1,5-a]azepine-2(7H)-carboxylate